5-(difluoromethyl)-N-((6-ethyl-1-methyl-1H-benzimidazol-7-yl)methyl)thiophene-3-carboxamide FC(C1=CC(=CS1)C(=O)NCC1=C(C=CC2=C1N(C=N2)C)CC)F